C1(CCCC1)CCC(=O)N1C2(C3=CC=CC=C3CC1)CCCCC2 2'-(3-cyclopentylpropionyl)-2',3'-dihydro-4'H-spiro[cyclohexane-1,1'-isoquinoline]